3-(2-chloropyrimidin-5-yl)-5,5-dimethyl-4,5-dihydroisoxazole ClC1=NC=C(C=N1)C1=NOC(C1)(C)C